2-glutathionyl-2-methylbut-3-en-1-ol CC(CO)(C=C)SC[C@@H](C(=O)NCC(=O)[O-])NC(=O)CC[C@@H](C(=O)[O-])[NH3+]